FC=1C=CC(=C(C1)C=1N=C2N(C=CC(=C2)C(=O)OC)C1C=O)C=1C(=NN(C1)C)F Methyl 2-(5-fluoro-2-(3-fluoro-1-methyl-1H-pyrazol-4-yl)phenyl)-3-formylimidazo[1,2-a]pyridine-7-carboxylate